4-chloro-2-(5-cyclopropyloxy-2-fluorophenyl)-5-methylphenol ClC1=CC(=C(C=C1C)O)C1=C(C=CC(=C1)OC1CC1)F